BrC=1C(=C(C=CC1)N1N=C(N=C1C(=O)[2H])C)F 1-(3-bromo-2-fluorophenyl)-3-methyl-1H-1,2,4-triazole-5-carbaldehyde-d